(3S,5R)-3,5-bis(tert-butyldiphenylsilanyloxy)-1-cyclopentene [Si](C1=CC=CC=C1)(C1=CC=CC=C1)(C(C)(C)C)O[C@@H]1C=C[C@@H](C1)O[Si](C1=CC=CC=C1)(C1=CC=CC=C1)C(C)(C)C